cobalt (II) 2-ethylhexyl (1-methylheptyl) phosphonate P(OCC(CCCC)CC)(OC(CCCCCC)C)=O.[Co+2]